2-(2-(4,4-dimethylcyclohex-1-en-1-yl)ethyl)-4,7-dihydro-1,3-dioxepin CC1(CC=C(CC1)CCC1OCC=CCO1)C